2'-cyano-4'-(5-methyl-1,2,4-oxadiazol-3-yl)-[1,1'-biphenyl]-4-formic acid C(#N)C1=C(C=CC(=C1)C1=NOC(=N1)C)C1=CC=C(C=C1)C(=O)O